1,4-Phenylenebis(propane-2,2-diyl)diphenol C1(=CC=C(C=C1)C(C)(C)C1=C(C=CC=C1)O)C(C)(C)C1=C(C=CC=C1)O